C1(=C(C=CC=C1)N(C1=C(C=CC=C1)C1=CC=CC=2OC3=C(C21)C=CC=C3)C3=C(C=CC=C3)C3=C(C(=CC=2C1=CC=CC=C1CC32)C)C)C3=CC=CC=C3 (biphenylyl)[(dimethylfluorenyl)phenyl][(dibenzofuranyl)phenyl]amine